N[C@H](C#CC1=NC(=CC(=C1)C1=C(C=CC(=C1)C)C=1C(=NC=CC1C(=O)N)C(F)(F)F)N1CCOCC1)C 3-{2-[(3S)-3-aminobut-1-yn-1-yl]-6-(morpholin-4-yl)pyridin-4-yl-4-methylphenyl}-2-(trifluoromethyl)pyridine-4-carboxamide